3-((3-butyl-3-ethyl-5-(4-fluorophenyl)-7-(methylthio)-1,1-dioxido-2,3,4,5-tetrahydro-1,5-benzothiazepin-8-yl)oxy)-2-fluoroacrylate C(CCC)C1(CS(C2=C(N(C1)C1=CC=C(C=C1)F)C=C(C(=C2)OC=C(C(=O)[O-])F)SC)(=O)=O)CC